1-benzyl 7'-methyl 8'-methyldispiro[piperidine-4,2'-chromane-4',2''-[1,3]dioxolane]-1,7'-dicarboxylate CC=1C(=CC=C2C1OC1(CC23OCCO3)CCN(CC1)C(=O)OCC1=CC=CC=C1)C(=O)OC